benzyl 4-(4-methylsulfonyloxycyclohexyl)piperazine-1-carboxylate CS(=O)(=O)OC1CCC(CC1)N1CCN(CC1)C(=O)OCC1=CC=CC=C1